C=CCCCCCCO octen-8-ol